CN(C(C1=C(C=CC=C1C)C)=N)C N,N,2,6-tetra-methylbenzimidamide